(4-((7H-pyrrolo[2,3-D]pyrimidin-4-yl)oxy)phenyl)carbamic acid N1=CN=C(C2=C1NC=C2)OC2=CC=C(C=C2)NC(O)=O